[Cl].[S].[Ga].[Mg].[Cs] cesium magnesium gallium sulfur chlorine